CC1(OB(OC1(C)C)C=1C=NN(C1)C1CC2(CN(C2)C(=O)[O-])C1)C 6-[4-(4,4,5,5-tetramethyl-1,3,2-dioxaborolan-2-yl)-1H-pyrazol-1-yl]-2-azaspiro[3.3]heptane-2-carboxylate